NC=1C=C(C=C(C1)C(F)(F)F)[C@@H](C)NC=1C2=C(N=C(N1)C)N=C(C(=C2)C2COCC2)OC N-((R)-1-(3-amino-5-(trifluoromethyl)phenyl)ethyl)-7-methoxy-2-methyl-6-(tetrahydrofuran-3-yl)pyrido[2,3-d]pyrimidin-4-amine